(1R,2R,3aS,10aR)-5-fluoro-1-{(1E,3ξ)-3-[1-(2-fluorophenyl)cyclobutyl]-3-hydroxy-1-propen-1-yl}-2-hydroxy-2,3,3a,9,10,10a-hexahydro-1H-benzo[b]cyclopenta[f]oxepin-6-carboxylic acid FC1=C(C=CC2=C1O[C@@H]1[C@H](CC2)[C@H]([C@@H](C1)O)\C=C\C(O)C1(CCC1)C1=C(C=CC=C1)F)C(=O)O